BrCC1=C(C=CC(=C1)[N+](=O)[O-])N1CCN(CC1)C 1-(2-(bromomethyl)-4-nitrophenyl)-4-methylpiperazine